FC(OCCOC=1C=C(C(=NC1F)N(CC1=CC=C(C=C1)OC)CC1=CC=C(C=C1)OC)F)F 5-(2-(difluoromethoxy)ethoxy)-3,6-difluoro-N,N-bis(4-methoxybenzyl)pyridin-2-amine